6-((2S)-2-(methoxycarbamoyl)-4-(4-(trifluoromethyl)phenyl)pyrrolidin-1-yl)nicotinic acid CONC(=O)[C@H]1N(CC(C1)C1=CC=C(C=C1)C(F)(F)F)C1=NC=C(C(=O)O)C=C1